6-(4-acetylpiperazin-1-yl)-2-[(2R)-3-(3,4-dihydro-1H-isoquinolin-2-yl)-2-hydroxy-propyl]-4,4-dimethyl-3H-isoquinolin-1-one C(C)(=O)N1CCN(CC1)C=1C=C2C(CN(C(C2=CC1)=O)C[C@@H](CN1CC2=CC=CC=C2CC1)O)(C)C